2-(2-chlorophenyl)-8,8-dimethyl-4H,8H-pyrano[2,3-f]chromen-4-one ClC1=C(C=CC=C1)C1=CC(C=2C(=C3C=CC(OC3=CC2)(C)C)O1)=O